ClC=1C=C(C(=NC1)OC)C1=C(C=C2NC(C=3N(C2=C1C)C(=NN3)C)(C)C)F 8-(5-Chloro-2-methoxy-pyridin-3-yl)-7-fluoro-1,4,4,9-tetramethyl-5H-[1,2,4]triazolo[4,3-a]quinoxaline